NC(=CC(=O)O)C.NC(=CC(=O)O)C.S(C=C)C=C 2,2'-thiodiethylene bis(3-amino butenoate)